NCC1=CC=C(C=C1)C1=NOC(=C1)C=1C=NC=C(N1)C1=CC=C(C=C1)S(=O)(=O)C(C)C 3-(3-(4-(aminomethyl)phenyl)isoxazol-5-yl)-5-(4-(isopropylsulfonyl)phenyl)pyrazine